6-(2,6-dichloro-3,5-dimethoxyphenyl)-2-(methylamino)-8-[3-[4-(prop-2-enoyl)piperazin-1-yl]propyl]-7H,8H-pyrido[2,3-d]pyrimidin-7-one ClC1=C(C(=C(C=C1OC)OC)Cl)C1=CC2=C(N=C(N=C2)NC)N(C1=O)CCCN1CCN(CC1)C(C=C)=O